Cl.FC(C1=NC2=C(N1)C=CC(=C2)B(O)O)(F)F 2-(TRIFLUOROMETHYL)-1H-BENZIMIDAZOLE-5-BORONIC ACID, HYDROCHLORIDE SALT